(1S,2S)-(-)-1,2-cyclohexanediamine [C@H]1([C@H](CCCC1)N)N